1-[(isocyanomethyl)sulfonyl]-4-methylbenzene [N+](#[C-])CS(=O)(=O)C1=CC=C(C=C1)C